C(C)(=O)N1C(=O)NC=2NC(=O)NC2C1=O N-acetyluric acid